CC=1C(=CSC1)C=1C=NC=C(C(=O)N)C1 5-(4-methylthiophen-3-yl)nicotinamide